5-Benzylthio-2H-isoquinolin-1-one C(C1=CC=CC=C1)SC1=C2C=CNC(C2=CC=C1)=O